2,3-diamino-2-butenedionitrile NC(C#N)=C(C#N)N